2,4,6-trimethyl-benzenesulfinic acid CC1=C(C(=CC(=C1)C)C)S(=O)O